COC([C@H](CC(=O)C=1SC2=C(C1)C=C(C(=C2)OC)CC=C)C)=O (2S)-4-[6-methoxy-5-(prop-2-en-1-yl)-1-benzothien-2-yl]-2-methyl-4-oxobutanoic acid methyl ester